(methanesulfonyl)-5-(2-(piperidin-1-yl)ethyl)aniline CS(=O)(=O)NC1=CC=CC(=C1)CCN1CCCCC1